tert-butyl 5-(8,9-dihydro-7H-cyclopenta[c][1,2,4]triazolo[1,5-a]pyridin-6-yl)-4-isopropyl-3-methyl-6H-thieno[2,3-b]pyrrole-6-carboxylate N=1C=NN2C1C1=C(C(=C2)C2=C(C3=C(N2C(=O)OC(C)(C)C)SC=C3C)C(C)C)CCC1